(S)-2-((2-(4-(N,N-bis(4-methoxybenzyl)sulfamoyl)-2-methylphenyl)-7-methylimidazo[1,2-a]pyridin-3-yl)methyl)morpholine-4-carboxylic acid methyl ester COC(=O)N1C[C@@H](OCC1)CC1=C(N=C2N1C=CC(=C2)C)C2=C(C=C(C=C2)S(N(CC2=CC=C(C=C2)OC)CC2=CC=C(C=C2)OC)(=O)=O)C